Cl.CC=1SC=C2C1CC(CC2)N 3-methyl-4,5,6,7-tetrahydro-2-benzothiophen-5-amine hydrochloride